iminotantalum N=[Ta]